(S)-N-(1-(4-(1-naphthoyl)piperazin-1-yl)-6-acrylamido-1-oxohexan-2-yl)-1-methyl-1H-imidazole-2-carboxamide C1(=CC=CC2=CC=CC=C12)C(=O)N1CCN(CC1)C([C@H](CCCCNC(C=C)=O)NC(=O)C=1N(C=CN1)C)=O